[Br-].NCC[NH+](CCCOCCCCCCCCCCCCCC)OCCCCCCCCCCCCCC N-(2-aminoethyl)-N,3-bis(tetradecyloxy)propane-1-aminium bromide